C(C)(C)OC=1C=C(C=CC1)[C@@]1(C2=C(NC3=NC=C4C(=C13)C=NN4C)CC(CC2=O)(C)C)C (S)-11-(3-isopropoxyphenyl)-3,8,8,11-tetramethyl-3,6,7,8,9,11-hexahydro-10H-benzo[b]pyrazolo[4,3-f][1,8]naphthyridin-10-one